IC1=C(C=CC=C1)CCCO 3-(2-iodophenyl)propanol